C(=O)C1=C(C=NC(=C1)OC)OCC=1C=C(C(=O)O)C=CC1 3-(((4-formyl-6-methoxypyridin-3-yl)oxy)methyl)benzoic acid